3-(5-(((1-(4-((3S,4R)-7-hydroxyl-3-phenylchroman-4-yl)phenyl)piperidin-4-yl)(Methyl)amino)methyl)-1-oxoisoindolin-2-yl)piperidine-2,6-dione OC1=CC=C2[C@H]([C@H](COC2=C1)C1=CC=CC=C1)C1=CC=C(C=C1)N1CCC(CC1)N(C)CC=1C=C2CN(C(C2=CC1)=O)C1C(NC(CC1)=O)=O